ClC=1C(=C(C=C(C1)O)N1C(C=2N=C(N=CC2C=C1C(F)(F)F)OC([2H])([2H])[C@H]1N(CCC1)C)=O)C(F)(F)F 7-(3-chloro-5-hydroxy-2-(trifluoromethyl)phenyl)-2-(((S)-1-methylpyrrolidin-2-yl)methoxy-d2)-6-(trifluoromethyl)pyrido[3,4-d]Pyrimidin-8(7H)-one